N1=CC(=CC=C1)C=1SCC(N1)C(=O)O 2-(pyridin-3-yl)-4,5-dihydrothiazole-4-carboxylic acid